Pyridyl-Styrene N1=C(C=CC=C1)C=CC1=CC=CC=C1